C1(CC2C(CC1)O2)CCCO[Si](OC)(OC)C (3,4-epoxycyclohexyl)ethylmethyltrimethoxysilane